BrC1=C(C=C(C=C1)[N+](=O)[O-])OC1CC(C1)(F)F 1-bromo-2-(3,3-difluorocyclobutoxy)-4-nitrobenzene